[Pd](Cl)Cl.C(C)(C)P(CCCP(C(C)C)C(C)C)C(C)C [1,3-bis(diisopropylphosphino)propane] palladium (II) dichloride